O([Si](C)(C)C(C)(C)C)CCOC1=CC=C(C=C1)I 4-(tert-butyldimethylsiloxy-ethoxy)-iodobenzene